Ethyl (S)-3-((S)-2-(5-bromo-4-methyl-2-oxopyridin-1(2H)-yl)pent-4-enamido)-3-(5-cyclopropyl-4-fluoro-2'-(hex-5-en-1-yl)-4',6'-dimethyl-[1,1'-biphenyl]-3-yl)propanoate BrC=1C(=CC(N(C1)[C@H](C(=O)N[C@@H](CC(=O)OCC)C=1C=C(C=C(C1F)C1CC1)C1=C(C=C(C=C1C)C)CCCCC=C)CC=C)=O)C